C(C)C=1C=NN2C1N=C(C=C2NCC2=C(C=C(C=C2)C2=NC=CC=C2)F)NC[C@@H]2[C@H](CNCC2)O (3R,4R)-4-(((3-ethyl-7-((2-fluoro-4-(pyridin-2-yl)benzyl)amino)pyrazolo[1,5-a]pyrimidin-5-yl)amino)methyl)piperidin-3-ol